(E)-N'-(3,5-dichlorophenyl)urea ClC=1C=C(C=C(C1)Cl)NC(N)=O